C(C1=CC=CC=C1)C1=C(C=CC=C1)NC(=O)C1=CC(=CC=2NC(=NC21)COC)NC(=O)C2=C(C=CC=C2)C(F)(F)F N-(2-benzylphenyl)-2-(methoxymethyl)-6-({[2-(trifluoromethyl)phenyl]carbonyl}amino)-1H-benzimidazole-4-carboxamide